BrC1=CC(=C(CCCC(=O)N)C=C1OC)OC (4-bromo-2,5-dimethoxyphenethyl)acetamide